C(OCCC12CC3CC(CC(C1)C3)C2)(O[C@@H]2[C@@](O[C@H](C2)N2C=CC3=C2N=C(N=C3N)Cl)(C#C)CO[Si](C)(C)C(C)(C)C)=O 2-(adamantan-1-yl)ethyl ((2R,3S,5R)-5-(4-amino-2-chloro-7H-pyrrolo[2,3-d]pyrimidin-7-yl)-2-(((tert-butyldimethylsilyl)oxy)methyl)-2-ethynyltetrahydrofuran-3-yl) carbonate